5-Sulfoisophthalic acid monosodium salt [Na+].S(=O)(=O)([O-])C=1C=C(C=C(C(=O)O)C1)C(=O)O